{5-[2-(benzyloxy)benzylidene]4-oxo-2-thioxo-1,3-thiazolidin-3-yl}acetic acid C(C1=CC=CC=C1)OC1=C(C=C2C(N(C(S2)=S)CC(=O)O)=O)C=CC=C1